C(C)(C)(C)OC(=O)N1CC(CCC1)=O racemic-N-tert-butoxycarbonyl-3-piperidone